triethyl(hexyl)phosphonium C(C)[P+](CCCCCC)(CC)CC